BrC1=NN(N=C1Br)C([2H])([2H])[2H] 4,5-dibromo-2-(methyl-d3)-2H-1,2,3-triazole